ClC1=CC=C(C=C1)C=1C(=NN2C1N=C(NC2=O)S)C(C)C 8-(4-chlorophenyl)-7-isopropyl-2-sulfanyl-3H-pyrazolo[1,5-a][1,3,5]triazin-4-one